6-(8-chloronaphthalen-1-yl)-1,3-dimethoxypyrazolo[1,5-c]pyrimido[5,4-e]pyrimidine ClC=1C=CC=C2C=CC=C(C12)C1=NC2=C(C=3N1N=CC3)C(=NC(=N2)OC)OC